4-[[4-chloro-2-[3-[methyl-(2-methyl-1,3-benzoxazol-6-yl)carbamoyl]phenyl]-5-(trifluoromethyl)pyrazol-3-yl]oxymethyl]benzoic acid ClC1=C(N(N=C1C(F)(F)F)C1=CC(=CC=C1)C(N(C1=CC2=C(N=C(O2)C)C=C1)C)=O)OCC1=CC=C(C(=O)O)C=C1